BrC1=NNC2=CC=C(C(=C12)C1=C(C=C2C(=NC(=NC2=C1F)N1CC(C1)N(C)C)N1C[C@H](N(C[C@@H]1C)C(C=C)=O)C)Cl)C 1-((2R,5S)-4-(7-(3-bromo-5-methyl-1H-indazol-4-yl)-6-chloro-2-(3-(dimethylamino)azetidin-1-yl)-8-fluoroquinazolin-4-yl)-2,5-dimethylpiperazin-1-yl)prop-2-en-1-one